Bromo-4-[(6,7-dimethoxyquinazolin-4-yl)amino]phenol BrC1=C(C=CC(=C1)NC1=NC=NC2=CC(=C(C=C12)OC)OC)O